N-(4,4-difluoropiperidin-3-yl)-2-methyl-6-[(pyridin-2-yl)methoxy]-indolizine-3-carboxamide FC1(C(CNCC1)NC(=O)C1=C(C=C2C=CC(=CN12)OCC1=NC=CC=C1)C)F